CNC(=O)C1=CC(=C(C=C1)B(O)O)F 4-(N-METHYLAMINOCARBONYL)-2-FLUOROPHENYLBORONIC ACID